4-(4-bromophenyl)phthalazin-1(2H)-one BrC1=CC=C(C=C1)C1=NNC(C2=CC=CC=C12)=O